COC(=O)C1=NC(=C(N=C1)N[C@H]1[C@@H](CN(CC1)C)CC)CC1=CC=C(C=C1)F.OCNC(CCCCCCCCCCCCCCCCC)=O N-(hydroxymethyl)octadecanamide methyl-5-((trans-3-ethyl-1-methylpiperidin-4-yl)amino)-6-(4-fluorobenzyl)pyrazine-2-carboxylate